C(C1CO1)OC(C)COC(C)COCC1CO1 dipropylene glycol diglycidyl ether